O1C(C=CC=C1)C(=O)[O-] pyranate